(4-(2-(2,6-dimethylpyridin-4-yl)-3-isopropyl-1H-indol-5-yl)piperidin-1-yl)((2S,4S)-4-fluoropyrrolidin-2-yl)methanone CC1=NC(=CC(=C1)C=1NC2=CC=C(C=C2C1C(C)C)C1CCN(CC1)C(=O)[C@H]1NC[C@H](C1)F)C